[Na].ClC=1C=C(OCC2CNCC2)C=C(C1)[N+](=O)[O-] 3-((3-chloro-5-nitrophenoxy)methyl)pyrrolidine sodium